BrC1=CC(=C(C(=C1OC=1C=CC(=C(C1)NC(OC(C)(C)C)=O)F)F)F)[N+](=O)[O-] tert-Butyl N-[5-(6-bromo-2,3-difluoro-4-nitro-phenoxy)-2-fluoro-phenyl]carbamate